C(C)(C)(C)C1N(CCN(C1)C1=NC=CN=C1C(NC1CCC1)=O)C(=O)OCC=1C=C(C2=C(C=C(O2)C2=C(C=CC=C2)F)C1)F (7-fluoro-2-(2-fluorophenyl)benzofuran-5-yl)methanol tert-butyl-4-[3-(cyclobutylcarbamoyl)pyrazin-2-yl]piperazine-1-carboxylate